tert-butyl 11-(2-(tert-butoxy)-2-oxoethyl)-1-(9H-fluoren-9-yl)-3,10-dioxo-2,7-dioxa-4,11-diazatridecan-13-oate C(C)(C)(C)OC(CN(C(CCOCCNC(OCC1C2=CC=CC=C2C=2C=CC=CC12)=O)=O)CC(=O)OC(C)(C)C)=O